FC(C[C@H](C(=O)NC1=NC=CC(=C1)C1=C(C=2N=CN=C(C2N1)O[C@@H]1COCC1)C1=NC=CC=C1)C1=CC=C(C=C1)F)F (2S)-4,4-difluoro-2-(4-fluorophenyl)-N-{4-[4-{[(3S)-oxolan-3-yl]oxy}-7-(pyridin-2-yl)-5H-pyrrolo[3,2-d]pyrimidin-6-yl]pyridin-2-yl}butanamide